O1CCN(C2=C1C=CC=C2)C2=NC1=C(C=CC=C1C(=C2C(=O)N)N2CCOCC2)C2=C(C=C(C(=C2)F)F)F (2,3-dihydro-1,4-benzoxazin-4-yl)-4-morpholino-8-(2,4,5-trifluorophenyl)quinoline-3-carboxamide